C(C1=CC=CC=C1)N1N=CC(=C1)C1=NC=2N=C(N(C(C2N1)=O)CCC)NC 8-(1-Benzyl-1H-pyrazol-4-yl)-2-methylamino-1-propyl-1,7-dihydro-purin-6-one